n-methoxy-4-(4-methyl-1H-indol-2-yl)-2-carbonyl-5-pentyl-2,5-dihydrofuran-3-carboxamide CONC(=O)C=1C(OC(C1C=1NC2=CC=CC(=C2C1)C)CCCCC)=C=O